5-bromo-7-chloro-N-((3S,4S)-1-(imidazo[1,5-a]pyridine-8-carbonyl)-4-phenylpiperidin-3-yl)-1H-indole-2-carboxamide BrC=1C=C2C=C(NC2=C(C1)Cl)C(=O)N[C@@H]1CN(CC[C@H]1C1=CC=CC=C1)C(=O)C=1C=2N(C=CC1)C=NC2